N-(4-morpholinylcarbonyl)-L-phenylalanyl-N-[1-(cyclohexylmethyl)-2-hydroxy-3-(1-methylethoxy)-3-oxopropyl]-S-methyl-L-cysteineamide N1(CCOCC1)C(=O)N[C@@H](CC1=CC=CC=C1)C(=O)N[C@@H](CSC)C(=O)NC(C(C(=O)OC(C)C)O)CC1CCCCC1